ClC(C1=NC=NC(=N1)C(Cl)(Cl)Cl)(Cl)Cl 4,6-bis-(trichloromethyl)-s-triazine